NC=1C2=C(NC(C1C1=NC3=C(N1)C=C(C=C3)N3CCN(CC3)C(CCCCCNC3=C1CN(CC1=CC=C3)C3C(NC(CC3)=O)=O)=O)=O)C=CS2 4-((6-(4-(2-(7-amino-5-oxo-4,5-dihydrothieno[3,2-b]pyridin-6-yl)-1H-Benzo[d]imidazol-6-yl)piperazin-1-yl)-6-oxohexyl)amino)-2-(2,6-dioxopiperidin-3-yl)isoindoline